N-[2-[4-(diphenylmethyl)-1-piperidinyl]-4-(1-piperazinylcarbonyl)phenyl]-N'-phenyl-urea C1(=CC=CC=C1)C(C1CCN(CC1)C1=C(C=CC(=C1)C(=O)N1CCNCC1)NC(=O)NC1=CC=CC=C1)C1=CC=CC=C1